(4Z)-2-(Cycloheptylamino)-4-(6-isoquinolylmethylene)-1H-imidazol-5-one C1(CCCCCC1)NC=1NC(/C(/N1)=C/C=1C=C2C=CN=CC2=CC1)=O